COC=1C=C(CN(C2=CC(=NC=C2)CN2CC(NCC2)=O)CC2=CC=C(C=C2)N2CCCC2)C=CC1 4-((4-((3-methoxybenzyl)(4-(pyrrolidin-1-yl)benzyl)amino)pyridin-2-yl)methyl)piperazin-2-one